5-Bromo-4-fluoro-pyridin-2-ylamine BrC=1C(=CC(=NC1)N)F